ClC=1C=CC(=C(C1)C1NC(C=2C1=C(C1=C(N(N=C1C2)C)C#N)NC(C2=CC(=CC(=C2)F)C(F)(F)F)=O)=O)F N-[5-(5-chloro-2-fluorophenyl)-3-cyano-2-methyl-7-oxo-6,7-dihydro-5H-pyrrolo[4,3-f]indazol-4-yl]-5-fluoro-3-(trifluoromethyl)benzamide